FC1=CC=C(C=C1)N1N=NC(=C1C)C(=O)NC1=CC=C(OC=2C(=NC=CC2)C(=O)NCCC=2SC=CC2)C=C1 (4-(1-(4-fluorophenyl)-5-methyl-1H-1,2,3-triazole-4-carboxamido)phenoxy)-N-(2-(thien-2-yl)ethyl)pyridinamide